FC1=C(C=CC(=N1)C(=O)NC)N1CCN(CC1)CC1=NC=C2C=C(C(NC2=C1F)=O)C 6-fluoro-5-{4-[(8-fluoro-3-methyl-2-oxo-1H-1,6-naphthyridin-7-yl)methyl]piperazin-1-yl}-N-methylpyridin-2-carboxamide